1-(4-Bromopropoxyphenyl)propanone BrCCCOC1=CC=C(C=C1)CC(C)=O